C1(=CC=CC=C1)CC#CCC1=CC=CC=C1 1,4-diphenyl-2-butyne